CC=1C=C2C=3C=CC=CC3N(C2=CC1)CC 6-methyl-9-ethyl-9H-carbazole